((2-(trimethylsilyl)ethoxy)methyl)-1H-pyrazol-5-amine C[Si](CCOCN1N=CC=C1N)(C)C